(3aR,10aR)-Ethyl 8-((3-chloro-4-fluorophenyl)carbamoyl)-7-methyl-3a,4,10,10a-tetrahydro-1H,7H-dipyrrolo[3,4-b:3',4'-f][1,4,5]oxathiazocin-2(3H)-carboxylat-5,5-dioxid ClC=1C=C(C=CC1F)NC(=O)C=1N(C=C2C1OC[C@H]1[C@@H](NS2(=O)=O)CN(C1)C(=O)OCC)C